5-cyano-6-[[2-fluoro-5-(trifluoromethyl)phenyl]methoxy]-2-(methoxymethyl)pyridine-3-carboxylic acid C(#N)C=1C=C(C(=NC1OCC1=C(C=CC(=C1)C(F)(F)F)F)COC)C(=O)O